boron aza-tetracene N1=CC=CC2=CC3=CC4=CC=CC=C4C=C3C=C12.[B]